BrC=1C=CC=2C(N1)=C(N(N2)CC)N(C=2SC(=C(N2)C2=CC=C(C=C2)F)C#N)C 2-((5-bromo-2-ethyl-2H-pyrazolo[4,3-b]pyridin-3-yl)(methyl)amino)-4-(4-fluorophenyl)thiazole-5-carbonitrile